OCC(NCC(CS(=O)(=O)O)O)(CO)CO (3-[N-Tris(hydroxymethyl)methylamino])-2-hydroxypropanesulfonic acid